N-methyl-4-aminobutyltri-n-propoxysilane CNCCCC[Si](OCCC)(OCCC)OCCC